ClC1=CC(=NC=C1)C(=O)N 4-chloropicolinamide